8-oxo-2,2,14,14-tetramethyl-pentadecane diethyl-phthalate C(C)OC(C=1C(C(=O)OCC)=CC=CC1)=O.O=C(CCCCCC(C)(C)C)CCCCCC(C)(C)C